[In].[Ga].[Ni] nickel-gallium-indium